(S)-3,3-difluoro-5-((4-((2-hydroxy-1-phenylethyl)amino)-5-(3-(pyridin-4-yl)-1,2,4-oxadiazol-5-yl)pyrimidin-2-yl)amino)isoindolin-1-one FC1(NC(C2=CC=C(C=C12)NC1=NC=C(C(=N1)N[C@H](CO)C1=CC=CC=C1)C1=NC(=NO1)C1=CC=NC=C1)=O)F